2,6-Dichloropyridin N-oxid ClC1=[N+](C(=CC=C1)Cl)[O-]